ClCC1=CC=C(C=C1)CO [4-(chloromethyl)phenyl]methanol